CCOC(=O)CNC(=O)[C@@H]1C[C@@H](CC[C@H]1C(C)C)C N-((ethoxycarbonyl)methyl)-p-menthane-3-carboxamide